NCCNCCC[Si](OC)(OC)OC 3-Aminoethylaminopropyltrimethoxysilane